3-(4-((2S,5R)-4-(tert-butoxycarbonyl)-2,5-dimethylpiperazin-1-yl)-5-(trifluoromethyl)-7H-pyrrolo[2,3-d]pyrimidin-7-yl)cyclohexane-1-carboxylic acid C(C)(C)(C)OC(=O)N1C[C@@H](N(C[C@H]1C)C=1C2=C(N=CN1)N(C=C2C(F)(F)F)C2CC(CCC2)C(=O)O)C